tert-butyl 7-(2-((4-cyano-3-fluorophenyl)amino)ethyl)-6,8-dioxa-2-azaspiro[3.5]nonane-2-carboxylate C(#N)C1=C(C=C(C=C1)NCCC1OCC2(CN(C2)C(=O)OC(C)(C)C)CO1)F